1-(5-(cyclopropylethynyl)-2-methylphenyl)-3-(trimethylsilyl)prop-2-yn-1-ol C1(CC1)C#CC=1C=CC(=C(C1)C(C#C[Si](C)(C)C)O)C